(S)-N-(3-((3-(9H-purin-6-yl)pyridin-2-yl)amino)-4-methylphenyl)-2-(3-(trifluoromethyl)piperidin-1-yl)acetamide N1=CN=C2NC=NC2=C1C=1C(=NC=CC1)NC=1C=C(C=CC1C)NC(CN1C[C@H](CCC1)C(F)(F)F)=O